C1(CC1)S(=O)(=O)N[C@@H]1[C@@H](N(CC1(F)F)C(=O)N(C)C)CC=1C(=C(C=CC1)C1=CC(=CC(=C1)F)F)F (2S,3R)-3-[(cyclopropanesulfonyl)amino]-4,4-difluoro-N,N-dimethyl-2-[(2,3',5'-trifluoro[1,1'-biphenyl]-3-yl)methyl]-pyrrolidine-1-carboxamide